OC1=C(C(=O)C2=CC=C(C=C2)C)C=CC(C1)(O)OCCCC 2-hydroxy-4-butoxy-4-hydroxy-4'-methylbenzophenone